ClCC1=CC=C(C=C1)C alpha-chloropara-xylene